7-methyl-3-(m-toluenesulfonyl)-4H-benzopyran-4-one CC1=CC2=C(C(C(=CO2)S(=O)(=O)C=2C=C(C)C=CC2)=O)C=C1